2-hydroxy-4-(4-nitrophenyl)-6-(3-oxooctahydroindolizin-7-yl)nicotinonitrile OC1=C(C#N)C(=CC(=N1)C1CCN2C(CCC2C1)=O)C1=CC=C(C=C1)[N+](=O)[O-]